C1(CC1)C1=CN(C=2N=CN=C(C21)N2[C@H](CN(CC2)C(=O)OC(C)(C)C)C)S(=O)(=O)C2=CC=C(C)C=C2 tert-Butyl (S)-4-(5-cyclopropyl-7-tosyl-7H-pyrrolo[2,3-d]pyrimidin-4-yl)-3-methylpiperazine-1-carboxylate